6-Bromo-5-(4-(trifluoromethyl)phenethyl)-1H-indole BrC1=C(C=C2C=CNC2=C1)CCC1=CC=C(C=C1)C(F)(F)F